Dioxacyclopentene-5-carboxamide C1=COOC1C(=O)N